C(C=C)C1=CC=C(C=C1)C(C(F)(F)F)(C(F)(F)F)C1=CC=C(C=C1)[O-].[K+] potassium 4-(2-(4-allylphenyl)-1,1,1,3,3,3-hexafluoropropan-2-yl)phenolate